FC(CC(C)O)(C(F)(F)F)F 4,4,5,5,5-pentafluoropentane-2-ol